NC[C@@H]1N(CCC1)C(=O)OC(C)(C)C tert-butyl (R)-2-(aminomethyl)pyrrolidine-1-carboxylate